NC=1SC2=NC(=CC=C2N1)N(C(=O)NC1=CC=C(C=C1)F)CCN1CCOCC1 1-(2-aminothiazolo[5,4-b]pyridin-5-yl)-3-(4-fluorophenyl)-1-[2-(4-morpholinyl)ethyl]urea